N1N=NC=2C=NC=3N(C21)C=NN3 1H-[1,2,3]triazolo[4,5-e][1,2,4]triazolo[4,3-a]pyrimidine